SC(C)(O)O Mercaptoethanediol